C(C)(C)(C)OC(=O)N1C(CC(=CC1C)C1=C(C=C(C(=C1)OC(C)C)[N+](=O)[O-])C)C 4-(5-isopropoxy-2-methyl-4-nitrophenyl)-2,6-dimethyl-3,6-dihydropyridine-1(2H)-carboxylic acid tert-butyl ester